[C].F[C@@H]1C[C@H](N(C1)S(=O)(=O)CC1=CN=NN1)C(=O)N[C@@H](C1=CC=CC=C1)C1=CC(=C(C=C1)C(C)C)F (2S,4R)-4-fluoro-N-[(S)-[3-fluoro-4-(propan-2-yl)phenyl](phenyl)methyl]-1-[(1H-1,2,3-triazol-5-yl)methanesulfonyl]pyrrolidine-2-carboxamide CARBON